C(CCCCCCCCCCCCC)OC(\C=C\C(=O)OCCCCCCCCCCCCCC)=O fumaric acid ditetradecyl ester